(R)-1-(3-(4-amino-3-(4-phenoxyphenyl)-1H-pyrazolo[3,4-d]pyrimidin-1-yl)piperidin-1-yl)-2-(methylsulfonyl)ethan-1-one NC1=C2C(=NC=N1)N(N=C2C2=CC=C(C=C2)OC2=CC=CC=C2)[C@H]2CN(CCC2)C(CS(=O)(=O)C)=O